N-[2-(1-benzylpiperidin-4-yl)ethyl]-1-(3,5-difluorophenyl)piperidine-4-carboxamide C(C1=CC=CC=C1)N1CCC(CC1)CCNC(=O)C1CCN(CC1)C1=CC(=CC(=C1)F)F